C(C1=CC=CC=C1)N1[C@@H]2CN[C@](C1=O)(C2)COCC2=CC=CC=C2 (1R,4S)-5-benzyl-1-((benzyloxy)methyl)-6-oxo-2,5-diazabicyclo[2.2.1]Heptane